CC1=NN(C(=N1)C)C1=CC=C(C(=N1)C1=NC(=NN1C)C1=CC=CC=C1)S(=O)(=O)NC 6-(3,5-dimethyl-1H-1,2,4-triazol-1-yl)-N-methyl-2-(1-methyl-3-phenyl-1H-1,2,4-triazol-5-yl)pyridine-3-sulfonamide